[N+](=O)([O-])C1=CC(=CC=2C(N=C(SC21)N2CCC(CC2)OC2=NC=CC=C2)=O)C(F)(F)F 8-nitro-2-(4-(pyridin-2-yloxy)piperidin-1-yl)-6-(trifluoromethyl)-4H-benzo[e][1,3]thiazin-4-one